OC(C)(C)C1=NC=CC=C1 2-(2-hydroxypropane-2-yl)pyridine